tert-butyl N-[(3R,4R)-3-fluoro-1-(7-iodo-5-{[2-(trimethylsilyl) ethoxy]methyl}-5H-pyrrolo[2,3-b]pyrazin-3-yl)piperidin-4-yl]carbamate F[C@@H]1CN(CC[C@H]1NC(OC(C)(C)C)=O)C1=CN=C2C(=N1)N(C=C2I)COCC[Si](C)(C)C